C1(CC1)C1=NC(=NC(=C1C=1C(=C(C=CC1F)N1CC2C(C2C1)N1C=NN=C1)F)C)C1(CC1)C(F)(F)F 3-(3-(4-cyclopropyl-6-methyl-2-(1-(trifluoromethyl)cyclopropyl)pyrimidin-5-yl)-2,4-difluorophenyl)-6-(4H-1,2,4-triazol-4-yl)-3-azabicyclo[3.1.0]hexane